FC1=C(C(=CC=C1)F)C1=CC(=CC2=C1C(=NO2)NC(=O)N2[C@@H](C([C@@H](C2)NS(=O)(=O)C)(F)F)CO)C (2R,4R)-N-[4-(2,6-Difluorophenyl)-6-methyl-1,2-benzoxazol-3-yl]-3,3-difluoro-2-(hydroxymethyl)-4-[(methanesulfonyl)amino]pyrrolidine-1-carboxamide